ClC1=C(C(=O)N(CCOCCN2CCCCC2)C)C=CC(=C1)NC=1C=2N(C=CN1)C(=CN2)C2=C(C(=C(C=C2)OCC#N)F)F 1-[2-[2-[[2-Chloro-4-[[3-[4-(cyanomethoxy)-2,3-difluorophenyl]imidazo[1,2-a]pyrazin-8-yl]amino]benzoyl]-methylamino]ethoxy]ethyl]piperidin